N-(15-methyl-3-(13-methyltetradecyloxy)-hexadecyl)-glycine CC(CCCCCCCCCCCC(CCNCC(=O)O)OCCCCCCCCCCCCC(C)C)C